N=1C=2N(C=NC1N)N=CC2 pyrazolo[1,5-a][1,3,5]triazin-2-amine